4-((((adamantan-1-yl)methyl)(methyl)amino)methyl)-3-[18F]fluoro-N-hydroxybenzamide C12(CC3CC(CC(C1)C3)C2)CN(C)CC2=C(C=C(C(=O)NO)C=C2)[18F]